SC(CO)(C)C1=CC=CC=C1 2-mercapto-2-phenyl-1-propanol